COC=1C=C2C(=CC=NC2=CC1OC)O 6,7-dimethoxy-4-hydroxyquinoline